FC1(CC=C(CN1C(F)(F)F)C1=NSN=C1OCCCCCC)F 3-(6,6-difluoro-1-(trifluoromethyl)-1,2,5,6-tetrahydropyridin-3-yl)-4-(hexyloxy)-1,2,5-thiadiazole